ClC=1C(=C(C=CC1F)[C@@H](NC(=O)N1[C@@H](C(NCC1)=O)C)[C@H]1COC2=CC=CC=C2C1)F (R)-N-((S)-(3-chloro-2,4-difluorophenyl)((S)-chroman-3-yl)methyl)-2-methyl-3-oxopiperazine-1-carboxamide